1-(4-Bromophenyl)dihydropyrimidine-2,4(1H,3H)-dione BrC1=CC=C(C=C1)N1C(NC(CC1)=O)=O